lauroyl-β-alaninate C(CCCCCCCCCCC)(=O)NCCC(=O)[O-]